3-(4-(3-cyclopropylprop-1-ynyl)phenoxy)-5-methyl-1H-pyrazole-4-carboxylic acid C1(CC1)CC#CC1=CC=C(OC2=NNC(=C2C(=O)O)C)C=C1